C(C)(C)(C)OC(=O)N1CCOCC(C1)(F)F 6,6-difluoro-1,4-oxazepane-4-carboxylic acid tert-butyl ester